CN(CCN)CC1=CC=CC=C1 N1-benzyl-N1-methylethane-1,2-diamine